6-Methoxy-N-(4-(trifluoromethoxy)phenyl)-2-(trifluoromethyl)-1H-imidazo[4,5-b]pyrazin-5-amin COC1=C(N=C2C(=N1)NC(=N2)C(F)(F)F)NC2=CC=C(C=C2)OC(F)(F)F